FC=1C=C(C=C(C1)C)N1N=CC(=C1)C(C(=O)OC(C)(C)C)C tert-butyl 2-[1-(3-fluoro-5-methylphenyl)pyrazol-4-yl]propanoate